2,2-dibutyl-octanoic acid C(CCC)C(C(=O)O)(CCCCCC)CCCC